C(C)(C)C1=NC=CC(=C1OC(=O)N1C(C(NCC1)C)C=1C2=C(NC(N1)=O)N=CC=C2)OC 2-isopropyl-4-methoxypyridin-3-yl-2-oxo-1,2-dihydropyrido[2,3-d]pyrimidin-4-yl-3-methylpiperazine-1-carboxylate